CN(C/C=C/C(=O)N1CC2=C(C(C1)C1=C(C=CC(=C1)O)C=1C(=NN(C1)CC)C(F)(F)F)C=C(S2)C#N)C (E)-6-(4-(Dimethylamino)but-2-enoyl)-4-(2-(1-ethyl-3-(trifluoromethyl)-1H-pyrazol-4-yl)-5-hydroxyphenyl)-4,5,6,7-tetrahydrothieno[2,3-c]pyridine-2-carbonitrile